2,2'-dinitrobenzidine [N+](=O)([O-])C1=C(C=CC(=C1)N)C1=C(C=C(N)C=C1)[N+](=O)[O-]